5-bromo-1-methyl-3-oxo-2,3-dihydro-1H-indene-2-carboxylic acid ethyl ester C(C)OC(=O)C1C(C2=CC=C(C=C2C1=O)Br)C